(1S,3S,4S)-5,5-Difluoro-N-[(E,1S)-3-fluoro-3-methylsulfonyl-1-[[(3S)-2-oxopyrrolidin-3-yl]methyl]allyl]-2-azabicyclo[2.2.2]octane-3-carboxamide FC1([C@@H]2[C@H](N[C@H](C1)CC2)C(=O)N[C@H](\C=C(\S(=O)(=O)C)/F)C[C@H]2C(NCC2)=O)F